5-(5-fluoro-2-{[(3S)-3-(morpholin-4-ylmethyl)-3,4-dihydroisoquinolin-2(1H)-yl]carbonyl}phenyl)-N-(4-hydroxyphenyl)-1,2-dimethyl-N-(1-methyl-1H-pyrazol-4-yl)-1H-pyrrole-3-carboxamide FC=1C=CC(=C(C1)C1=CC(=C(N1C)C)C(=O)N(C=1C=NN(C1)C)C1=CC=C(C=C1)O)C(=O)N1CC2=CC=CC=C2C[C@H]1CN1CCOCC1